C(C)N1N=CC(=C1)C=1C=C2C(=CNC2=CC1)NC(=O)NC1=CC=C(C=C1)C(F)(F)F 1-(5-(1-Ethyl-1H-pyrazol-4-yl)-1H-indol-3-yl)-3-(4-(trifluoromethyl)phenyl)urea